O[C@@H]1CN(CC1)C1=C(C=C(C=C1)C(F)(F)F)NS(=O)(=O)C=1C=C(C(=O)O)C=CC1OC (S)-3-(N-(2-(3-hydroxypyrrolidin-1-yl)-5-(trifluoromethyl)phenyl)sulfamoyl)-4-methoxybenzoic acid